O=CCC(C1=CC=CC=C1)C1=CC=CC=C1 1-oxo-3,3-diphenylpropan